4-(4-chlorobenzoyl)-3-hydroxy-1-[3-(4-morpholinyl)propyl]-5-(3,4,5-trimethoxyphenyl)-1,5-dihydro-2H-pyrrol-2-one ClC1=CC=C(C(=O)C2=C(C(N(C2C2=CC(=C(C(=C2)OC)OC)OC)CCCN2CCOCC2)=O)O)C=C1